FC1(OC2=C(O1)C=CC(=C2)N(C(=O)C=2C=C(C=CC2)N2N=C(C=1CCC[C@@H](C21)OC2=NC=CC=C2)C(F)(F)F)C)F (S)-2-[[1-[3-[(2,2-Difluoro-1,3-benzodioxol-5-yl)-methyl-carbamoyl]phenyl]-3-(trifluoromethyl)-4,5,6,7-tetrahydroindazol-7-yl]oxy]pyridin